N,1-dimethyl-6-oxo-N-(2,2,2-trifluoro-1-(4-fluorophenyl)ethyl)-1,6-dihydropyridine-3-sulfonamide CN(S(=O)(=O)C1=CN(C(C=C1)=O)C)C(C(F)(F)F)C1=CC=C(C=C1)F